diazepinol N1N=C(C=CC=C1)O